ClC(C(=O)[O-])C(=O)[O-].[Na+].[Na+] sodium chloromalonate